tert-butyl 2-[(2's,4r)-2'-fluoro-1-oxo-6-(2-bromo-1-fluoroethyl)spiro[3H-isoquinoline-4,1'-cyclopropane]-2-yl]acetate F[C@@H]1[C@@]2(C1)CN(C(C1=CC=C(C=C12)C(CBr)F)=O)CC(=O)OC(C)(C)C